2-(6-fluoropyridin-3-yl)-1,1-dioxothiazolidine FC1=CC=C(C=N1)C1S(CCN1)(=O)=O